lead lanthanum zirconium tin hafnium [Hf].[Sn].[Zr].[La].[Pb]